(S)-N-(1-(4-(benzylsulfanyl)-3-methylphenylamino)-1-oxo-3-phenylprop-2-yl)-4-fluorobenzamide C(C1=CC=CC=C1)SC1=C(C=C(C=C1)NC([C@H](CC1=CC=CC=C1)NC(C1=CC=C(C=C1)F)=O)=O)C